2,3-Difluoro-5-(trifluoro-methyl)pyridine FC1=NC=C(C=C1F)C(F)(F)F